OC1=CC=C(C=C1)N1C(C2C3C=CC(C2C1=O)C3)=O 4-(4-hydroxyphenyl)-4-aza-tricyclo[5.2.1.02,6]-8-decene-3,5-dione